tert-butyl (cis-3-(hydroxymethyl)cyclobutyl)carbamate OC[C@H]1C[C@H](C1)NC(OC(C)(C)C)=O